FC=1C=CC(=NC1)NC(=O)C1=CC(=CC=2N1N=CC2)C2=CC(=NN2C)C(F)(F)F N-(5-Fluoropyridin-2-yl)-5-(1-methyl-3-(trifluoromethyl)-1H-pyrazol-5-yl)pyrazolo[1,5-a]pyridine-7-carboxamide